4'-chloro-3,4-dihydroxybenzophenone ClC1=CC=C(C=C1)C(C1=CC(=C(C=C1)O)O)=O